BrC=1C=C(C2=CNN=C2C1)Cl 6-bromo-4-chloro-2H-indazol